(3,5-di-tert-butyl-4-hydroxyphenyl)(naphthalen-2-yl)methanone C(C)(C)(C)C=1C=C(C=C(C1O)C(C)(C)C)C(=O)C1=CC2=CC=CC=C2C=C1